2-methyl-5-phenyl-3,4-dihydro-2H-pyrrole CC1N=C(CC1)C1=CC=CC=C1